1-acetyl-ethylenimine C(C)(=O)N1CC1